CS(=O)(=NC1=NC(=CC(=C1)N1[C@@H](COCC1)C)C1=C2C(=CN=C1)NC=C2)C (R)-dimethyl((4-(3-methylmorpholino)-6-(1H-pyrrolo[2,3-c]pyridin-4-yl)pyridin-2-yl)imino)-λ6-sulfanone